C1=CC2=C3C(=C1)C=CC4=C(C=CC(=C43)C=C2)S(=O)(=O)O Pyrenesulfonic acid